γ-glycidoxyoctylmethyldimethoxysilane C(C1CO1)OC(CC[Si](OC)(OC)C)CCCCC